2-[4-[2-cyano-4-[(2,6-dioxo-3-piperidyl)amino]phenyl]-1-piperidyl]acetic acid C(#N)C1=C(C=CC(=C1)NC1C(NC(CC1)=O)=O)C1CCN(CC1)CC(=O)O